CC1=NC=CC(=C1)C1OC1 2-methyl-4-(oxiran-2-yl)pyridine